C1(=CC=CC=C1)N1C(=C(C2=CC(=CC=C12)S(=O)(=O)C1=CC=C(C=C1)Cl)C(=O)OCC)CN1CCN(CC1)C 1-phenyl-2-((4-methylpiperazin-1-yl)methyl)-3-ethoxyformyl-5-((4-chlorophenyl)sulfonyl)-1H-indole